ClC1=CC(=C(C=C1)[C@@]1(OC2=C(O1)C=CC=C2C2CCN(CC2)CC2=C(C=C(N=N2)C2=NOC(N2)=O)C)C)F (S)-3-(6-((4-(2-(4-chloro-2-fluorophenyl)-2-methylbenzo[d][1,3]dioxol-4-yl)piperidin-1-yl)methyl)-5-methylpyridazin-3-yl)-1,2,4-oxadiazol-5(4H)-one